C1(CC1)S(=O)(=O)N1CCN(CC1)CC1=CN=C2C=C(C(NC2=C1)=O)CC 7-((4-(cyclopropylsulfonyl)piperazin-1-yl)methyl)-3-ethyl-1,5-naphthyridin-2(1H)-one